BrC=1C(=NC=NC1OC)C1CC1 5-Bromo-4-cyclopropyl-6-methoxypyrimidine